N-[6-(difluoromethoxy)-1,3-benzothiazol-2-yl]-3,5-dimethyladamantane-1-carboxamide FC(OC1=CC2=C(N=C(S2)NC(=O)C23CC4(CC(CC(C2)C4)(C3)C)C)C=C1)F